(1S)-1-[(2r,4r)-2-(aminomethyl)-6-oxo-5-oxa-7-azaspiro[3.4]octan-7-ylethyl]-1H-indole-2-carboxylic acid NCC1CC2(C1)OC(N(C2)CCN2C(=CC1=CC=CC=C21)C(=O)O)=O